N-[(3α,5β,7α,12α)-3,7,12-trihydroxy-24-oxocholan-24-yl]-glycine O[C@H]1C[C@H]2C[C@H]([C@H]3[C@@H]4CC[C@H]([C@@H](CCC(=O)NCC(=O)O)C)[C@]4([C@H](C[C@@H]3[C@]2(CC1)C)O)C)O